FC1=CC=C(C=C1)N1C(=NC=C(C1=O)C(=O)OCC)SC(C)C Ethyl 1-(4-fluorophenyl)-2-(isopropylthio)-6-oxo-1,6-dihydropyrimidine-5-carboxylate